alpha-isothiocyanatotoluene N(=C=S)CC1=CC=CC=C1